(R)-4-(3-cyclopropyl-4-nitrophenyl)-2-(hydroxymethyl)piperazine-1-carboxylate C1(CC1)C=1C=C(C=CC1[N+](=O)[O-])N1C[C@@H](N(CC1)C(=O)[O-])CO